ClC1=NC(=C2N=CN(C2=N1)C1OCCCC1)OCC1=CC=C(C=C1)C=1N(C=C(N1)C(F)(F)F)C 2-chloro-6-((4-(1-methyl-4-(trifluoromethyl)-1H-imidazol-2-yl)benzyl)oxy)-9-(tetrahydro-2H-pyran-2-yl)-9H-purine